((2R,3R,4S)-3,4-bis((2-hexyldecyl)oxy)tetrahydrofuran-2-yl)methyl 4-(diethylamino)butanoate C(C)N(CCCC(=O)OC[C@H]1OC[C@@H]([C@H]1OCC(CCCCCCCC)CCCCCC)OCC(CCCCCCCC)CCCCCC)CC